CN1C(N(CC=2C1=NC(=NC2)S(=O)(=O)C)C2CCN(C1=CC=CC=C21)C(=O)OC(C)(C)C)=O tert-butyl 4-(1-methyl-7-methylsulfonyl-2-oxo-4H-pyrimido[4,5-d]pyrimidin-3-yl)-3,4-dihydro-2H-quinoline-1-carboxylate